(3S)-3-(2-(5-(2-(dimethylamino)ethyl)-2-oxo-4-(trifluoromethyl)pyridin-1(2H)-yl)-4-methylpentanamido)-3-(4,4',5-trifluoro-2',6'-dimethylbiphenyl-3-yl)propanoic acid CN(CCC=1C(=CC(N(C1)C(C(=O)N[C@@H](CC(=O)O)C=1C=C(C=C(C1F)F)C1=C(C=C(C=C1C)F)C)CC(C)C)=O)C(F)(F)F)C